(S)-4-(2-(4-(2-acetyl-5-chlorophenyl)-3-(cyclopropylmethoxy)-6-oxopyridazin-1(6H)-yl)-3-phenylpropionamido)benzoic acid tert-butyl ester C(C)(C)(C)OC(C1=CC=C(C=C1)NC([C@H](CC1=CC=CC=C1)N1N=C(C(=CC1=O)C1=C(C=CC(=C1)Cl)C(C)=O)OCC1CC1)=O)=O